2-(4-bromophenyl)-N-(2-fluoro-5-methylphenyl)acetamide BrC1=CC=C(C=C1)CC(=O)NC1=C(C=CC(=C1)C)F